2-bromo-6-methanesulfonyl-4-(oxetan-3-yloxy)pyridine BrC1=NC(=CC(=C1)OC1COC1)S(=O)(=O)C